Ethyl (4-hydroxybicyclo[2.2.1]heptan-1-yl)glycinate OC12CCC(CC1)(C2)NCC(=O)OCC